di-pentyl-lactamide C(CCCC)CC(C(=O)N)(O)CCCCC